6-(3-Chloro-6-(difluoromethyl)-2-fluorophenyl)-N-(1-((5-(3,3-difluoroazetidin-1-yl)-6-methylpyrazin-2-yl)methyl)-1H-pyrazol-4-yl)-3-methylpyrazine-2-carboxamide ClC=1C(=C(C(=CC1)C(F)F)C1=CN=C(C(=N1)C(=O)NC=1C=NN(C1)CC1=NC(=C(N=C1)N1CC(C1)(F)F)C)C)F